(S)-7-bromo-N-(3-cyano-1-phenylpropyl)-5-(4-(trifluoromethyl)phenyl)-3,4-dihydroisoquinoline-2(1H)-carboxamide BrC1=CC(=C2CCN(CC2=C1)C(=O)N[C@@H](CCC#N)C1=CC=CC=C1)C1=CC=C(C=C1)C(F)(F)F